di-p-cresyl phosphate P(=O)(OC1=CC=C(C=C1)C)(OC1=CC=C(C=C1)C)[O-]